3-[(Dimethylamino)carbonyl]-2,8-diaza-1-oxaspiro[4.6]undec-2-ene-8-carboxylic acid-2-methylprop-2-yl ester CC(C)(C)OC(=O)N1CCC2(CC(=NO2)C(=O)N(C)C)CCC1